(S)-8-(4-tert-butyl-1-p-tolyl-4,5-dihydro-1H-imidazol-2-yl)quinoline C(C)(C)(C)[C@@H]1N=C(N(C1)C1=CC=C(C=C1)C)C=1C=CC=C2C=CC=NC12